C1CCC2=C(C=3CCCC3C=C12)NC(=O)NS(=O)(=O)C1=CC(=C(C=C1)O)CCCB1O[C@@]2([C@H](O1)C[C@H]1C([C@@H]2C1)(C)C)C N-((1,2,3,5,6,7-hexahydro-s-indacen-4-yl)carbamoyl)-4-hydroxy-3-(3-((3aS,4S,6S,7aR)-3a,5,5-trimethylhexahydro-4,6-methanobenzo[d][1,3,2]dioxaborol-2-yl)propyl)benzenesulfonamide